C1(=CC=C(C=C1)N(C1=CC=C(C=C1)C12C3=C(C=CC=C3C=3C=CC=CC13)C=1C=CC=CC12)C1=CC=2C(C3=CC=CC=C3C2C=C1)(C)C)C1=CC=CC=C1 Biphenyl-4-yl-(9,9-dimethyl-9H-fluoren-2-yl)-(4-indeno[1,2,3-jk]fluoren-7b-ylphenyl)amine